F[C@@H]1[C@H]2CC[C@@H](C[C@@H]1N(C=1N=CC(=NC1)C1=C(C=C(C=C1)C1=NC(=NO1)C)O)C)N2 2-(5-(((1R,2R,3S,5S)-2-fluoro-8-azabicyclo[3.2.1]octan-3-yl)(methyl)amino)pyrazin-2-yl)-5-(3-methyl-1,2,4-oxadiazol-5-yl)phenol